OC(C(=O)O)CCCCCC\C=C/CCCCCC monohydroxypalmitoleic acid